2-((4-acetylpiperazin-1-yl)methyl)-7-(3-fluoro-4-(trifluoromethyl)phenyl)-N-(isoquinolin-6-yl)-5-methyl-4,7-dihydropyrazolo[1,5-a]pyrimidine-6-carboxamide C(C)(=O)N1CCN(CC1)CC1=NN2C(NC(=C(C2C2=CC(=C(C=C2)C(F)(F)F)F)C(=O)NC=2C=C3C=CN=CC3=CC2)C)=C1